3,4-dichloro-1-methyl-5-(4,4,5,5-tetramethyl-1,3,2-dioxaborolan-2-yl)-1H-indazole-3-d ClC1(NN(C2=CC=C(C(=C12)Cl)B1OC(C(O1)(C)C)(C)C)C)[2H]